FC(C=1N=C(NC1)C=1SC(=CN1)CO)(F)F (2-(4-(trifluoromethyl)-1H-imidazol-2-yl)thiazol-5-yl)methanol